C(C)[C@@]1(C[C@H](CCCC1)C1=CC=C(C=C1)C(=O)OC)C(=O)O cis-1-ethyl-3-(4-(methoxycarbonyl)phenyl)cycloheptane-1-carboxylic acid